ethyl 5-(8-oxa-3-azabicyclo[3.2.1]octan-3-yl)pyrazolo[1,5-a]pyrimidine-3-carboxylate C12CN(CC(CC1)O2)C2=NC=1N(C=C2)N=CC1C(=O)OCC